CC(=CCCC=1CC2=C(C3=CC=C(C=C3C(=C2CC1)OC1=CC=CC=C1)Cl)OC(C(=C)C)=O)C 2-(4-methyl-3-pentenyl)-6-chloro-9-methacryloyloxy-10-Phenoxy-1,4-dihydroanthracene